C1(CCCCC1)[C@H](C)OC1=C(C(=O)NC2CCOCC2)C=C(C(=C1)N1N=C(N(C1=O)C)CC)F 2-[(1S)-1-cyclohexylethoxy]-4-(3-ethyl-4-methyl-5-oxo-4,5-dihydro-1H-1,2,4-triazol-1-yl)-5-fluoro-N-(oxan-4-yl)benzamide